O=C1N(C(C=C1)=O)CCC(=O)N[C@H](CSCNC(C)=O)CCSCNC(C)=O (S)-N,N'-(((2-(3-(2,5-dioxo-2,5-dihydro-1H-pyrrol-1-yl)propanamido)butane-1,4-diyl)bis(sulfanediyl))bis(methylene))diacetamide